2-(2-Chlorophenyl)sulfanyl-N-[(4-cyanophenyl)methyl]-N-[(5-methyl-1,3,4-oxadiazol-2-yl)methyl]acetamide ClC1=C(C=CC=C1)SCC(=O)N(CC=1OC(=NN1)C)CC1=CC=C(C=C1)C#N